[Si](C)(C)(C(C)(C)C)OC1=CC=C2C3=C(C(OC2=C1)=O)C=C(C=C3)OCC3COC3 3-((tert-butyldimethylsilyl)oxy)-8-(oxetan-3-ylmethoxy)-6H-benzo[c]Chromen-6-one